8-((S)-5-methoxy-6-oxo-3,6-dihydro-2H-pyran-2-yl)-6-methyl-non-2,4,6-trienamide COC1=CC[C@H](OC1=O)C(C=C(C=CC=CC(=O)N)C)C